N(C(=N)N)CCCC(=O)O 4-GUANIDINOBUTYRIC ACID